(R) or (S)-1-(difluoromethyl)-N'-((3,3-dimethyl-1,2,3,5,6,7-hexahydrodicyclopenta[b,e]pyridin-8-yl)carbamoyl)-4-fluoro-1H-pyrazole-3-sulfonimidamide FC(N1N=C(C(=C1)F)[S@@](=O)(N)=NC(NC1=C2C(=NC3=C1CCC3)C(CC2)(C)C)=O)F |o1:8|